{3-Bromo-2-[(propan-2-ylideneamino)oxy]phenyl}[2-(diethoxy-methyl)phenyl]methanone BrC=1C(=C(C=CC1)C(=O)C1=C(C=CC=C1)C(OCC)OCC)ON=C(C)C